C(C)(C)(C)OC(=O)N1CCC(CC1)N1N=CC(=C1)C1=CC2=C([N+](=C(N=[N+]2[O-])NCCC(=O)OC(C)C)[O-])C=C1 7-(1-(1-(tert-butoxycarbonyl)piperidin-4-yl)-1H-pyrazol-4-yl)-3-((3-isopropoxy-3-oxopropyl)amino)benzo[e][1,2,4]triazine-1,4-dioxide